C1(CC1)C1=CN=CO1 5-cyclopropyloxazol